C(C)(C)NC(CC1=C2C=CC(NC2=C(C=C1)OCC1=CC=CC=C1)=O)CC 5-(2-isopropylaminobutyl)-8-benzyloxyquinolone